tert-butyl (S)-2,2-dimethyl-4-(3-(((4-nitrophenyl)sulfonyl)oxy)propyl)pyrrolidine-1-carboxylate CC1(N(C[C@H](C1)CCCOS(=O)(=O)C1=CC=C(C=C1)[N+](=O)[O-])C(=O)OC(C)(C)C)C